4'-bromo-2-hydroxy-4-isopentenyloxychalcone BrC1=CC=C(C(/C=C/C2=C(C=C(C=C2)OCCC(=C)C)O)=O)C=C1